6-METHOXY-1H-BENZOIMIDAZOLE-2-CARBALDEHYDE COC=1C=CC2=C(NC(=N2)C=O)C1